FC=1C=C(C=CC1F)S(=O)(=O)N1C[C@]2(CC3=C(C[C@@H]2CC1)N(N=C3)C3=CC=C(C=C3)F)C(=O)C3=NC=CC=C3 ((4aR,8aS)-6-((3,4-Difluorophenyl)sulfonyl)-1-(4-fluorophenyl)-4,4a,5,6,7,8,8a,9-octahydro-1H-pyrazolo[3,4-g]isochinolin-4a-yl)(pyridin-2-yl)methanon